ClC1=NC=C2N(C(N(C2=N1)C1CCN(CC1)C)=O)C 2-chloro-7-methyl-9-(1-methylpiperidin-4-yl)-7,9-dihydro-8H-purin-8-one